(12AS)-10-chloro-9-(5-methyl-1H-indazol-4-yl)-1,2,3,4,12,12a-hexahydro-6H-benzo[f]pyrazino[2,1-c][1,4]oxazepin ClC1=C(C=CC=2CN3[C@H](COC21)CNCC3)C3=C2C=NNC2=CC=C3C